CC1(CCC(CC1)N1C[C@H](NCC1)C1=C(C=CC=C1)C)O (1r,4r)-1-methyl-4-[(3R)-3-(2-methylphenyl)piperazin-1-yl]cyclohexan-1-ol